benzyl (R)-(2-(carbamoyloxy)-1-(4-(ethylsulfonyl)phenyl)ethyl)carbamate C(N)(=O)OC[C@@H](C1=CC=C(C=C1)S(=O)(=O)CC)NC(OCC1=CC=CC=C1)=O